COC1=CC=C(C=N1)CN1C2CN(CC1C2)C2=CC=C(C=N2)C=2C=1N(C=C(C2)OCC(C)=O)N=CC1C#N 4-(6-(6-((6-methoxypyridin-3-yl)methyl)-3,6-diazabicyclo[3.1.1]heptane-3-yl)pyridin-3-yl)-6-(2-oxopropoxy)pyrazolo[1,5-a]pyridine-3-carbonitrile